C1-fluoro-3-methoxy-2-((benzenesulfonyl)methyl)benzene FC1=C(C(=CC=C1)OC)CS(=O)(=O)C1=CC=CC=C1